3-(4-methyl-2,5-dioxo-2,5-dihydrofuran-3-yl)propionic acid CC1=C(C(OC1=O)=O)CCC(=O)O